C(C)OC=1C=C(C=2N(C1)N=CC2C#N)C2=NC=C(N=C2)N2CC1N(C(C2)C1)CC=1C=NC(=C(C1)C)OC 6-ethoxy-4-(5-(6-((6-methoxy-5-methylpyridin-3-yl)methyl)-3,6-diazabicyclo[3.1.1]heptan-3-yl)pyrazin-2-yl)pyrazolo[1,5-a]pyridine-3-carbonitrile